1-(4-((4-fluorophenyl)sulfonyl)piperazin-1-yl)-4-(3-(trifluoromethyl)phenoxy)butan-1-one FC1=CC=C(C=C1)S(=O)(=O)N1CCN(CC1)C(CCCOC1=CC(=CC=C1)C(F)(F)F)=O